(4-((6-amino-2-ethoxy-8-hydroxy-9H-purin-9-yl)methyl)-3-methoxybenzyl)-L-isoleucine NC1=C2N=C(N(C2=NC(=N1)OCC)CC1=C(C=C(CN[C@@H]([C@@H](C)CC)C(=O)O)C=C1)OC)O